ethylene glycol monomethyl ether magnesium salt [Mg].COCCO